CC1=NC=2CCNC(C2C=C1)C 2,5-dimethyl-5,6,7,8-tetrahydro-1,6-naphthyridine